C(C)(C)C1=C(NC2=C1N=C(S2)C2CCN(CC2)C2COC2)C=2C=C(C=1N(C2)N=CN1)C 6-Isopropyl-5-(8-methyl-[1,2,4]triazolo[1,5-a]pyridin-6-yl)-2-(1-(oxetan-3-yl)piperidin-4-yl)-4H-pyrrolo[3,2-d]thiazole